3-methylthio-4-amino-5-(pyridin-3-yl)-1,2,4-triazole CSC1=NN=C(N1N)C=1C=NC=CC1